methyl (R)-6-amino-3-(2-((tert-butoxycarbonyl)amino)-3-phenylpropoxy)picolinate NC1=CC=C(C(=N1)C(=O)OC)OC[C@@H](CC1=CC=CC=C1)NC(=O)OC(C)(C)C